CN1N=NN=C1\C(\C1=CC=CC=C1)=N/OCC1=CC=CC(=N1)NC(OCCC#C)=O but-3-yn-1-yl {6-[({[(Z)-(1-methyl-1H-tetrazol-5-yl) (phenyl) methylene]amino}oxy)methyl]pyridin-2-yl}carbamate